2-[(2R)-2-(1-cyclopropylpyrazol-4-yl)tetrahydropyran-4-yl]-6,7-dimethyl-4-(2,4,6-trifluorophenyl)-5,6,7,8-tetrahydropteridine C1(CC1)N1N=CC(=C1)[C@@H]1OCCC(C1)C1=NC=2NC(C(NC2C(=N1)C1=C(C=C(C=C1F)F)F)C)C